C(#N)N1CCC(CC1)N1N=NC(=C1C)C=1C=C(C=2N(C1)N=CC2C#N)O[C@H](C)C2=NC=C(C=C2)F 6-[1-(1-Cyano-4-piperidyl)-5-methyl-triazol-4-yl]-4-[(1R)-1-(5-fluoro-2-pyridyl)ethoxy]pyrazolo[1,5-a]pyridine-3-carbonitrile